[Na].P(=O)(O)(O)OC[C@@H](CO)O |r| 3-phospho-rac-glycerol sodium salt